3-menthanecarboxamide C1(CC(C(CC1)C(C)C)C(=O)N)C